Potassium ((3'-fluoro-5-isobutyl-4'-((2-methyl-1H-imidazol-1-yl)methyl)-[1,1'-biphenyl]-2-yl)sulfonyl)(pyrimidin-2-yl)amide FC=1C=C(C=CC1CN1C(=NC=C1)C)C1=C(C=CC(=C1)CC(C)C)S(=O)(=O)[N-]C1=NC=CC=N1.[K+]